FC1=CC=C(C(=O)C2=CC=C(C=C2)C(C2=CC=C(C=C2)F)=O)C=C1 1,4-bis-(4'-fluorobenzoyl)benzene